1H-imidazole-4-sulfonamide N1C=NC(=C1)S(=O)(=O)N